C(C1=CC=CC=C1)OC=1C(=CC(=C(C1)NC(OCC=C)=O)C(=O)N1CCC(=C[C@H]1CO)C=1C(N(C(N(C1)C)=O)C)=O)OC Allyl (S)-(5-(benzyloxy)-2-(4-(1,3-dimethyl-2,4-dioxo-1,2,3,4-tetrahydro-pyrimidin-5-yl)-6-(hydroxymethyl)-1,2,3,6-tetrahydropyridine-1-carbonyl)-4-methoxyphenyl)carbamate